ClC1=C2N=C(C=NC2=CC=C1C1=NNC2=NC(=CN=C21)N2C[C@@H]1[C@]([C@@H]1CC2)(C2=NOC(=C2)C)CN)OC ((1S,6R,7S)-3-(3-(5-chloro-3-methoxyquinoxalin-6-yl)-1H-pyrazolo[3,4-b]pyrazin-6-yl)-7-(5-methylisoxazol-3-yl)-3-azabicyclo[4.1.0]heptan-7-yl)methanamine